[6-[(2,4-difluorophenyl)methyl]-2-azaspiro[3.3]heptan-2-yl]-[6-[2-methylsulfonyl-4-(trifluoromethyl)phenyl]-2-azaspiro[3.3]heptan-2-yl]methanone FC1=C(C=CC(=C1)F)CC1CC2(CN(C2)C(=O)N2CC3(C2)CC(C3)C3=C(C=C(C=C3)C(F)(F)F)S(=O)(=O)C)C1